2-(3-(trifluoromethyl)pyridin-4-yl)-2,8-diazaspiro[4.5]decan-1-one hydrochloride Cl.FC(C=1C=NC=CC1N1C(C2(CC1)CCNCC2)=O)(F)F